(cis-3-(aminomethyl)cyclobutyl)((S)-1-(4-fluorophenyl)-3,4-dihydroisoquinolin-2(1H)-yl)methanone NC[C@H]1C[C@H](C1)C(=O)N1[C@H](C2=CC=CC=C2CC1)C1=CC=C(C=C1)F